N-[rac-(2R,3S,4R)-1-[1-(4-Fluorophenyl)-1H-indazol-5-yl]-4-methyl-2-m-tolyl-5-oxo-pyrrolidin-3-yl]-1-methyl-1H-pyrazole-3-carboxylic acid amide FC1=CC=C(C=C1)N1N=CC2=CC(=CC=C12)N1[C@@H]([C@H]([C@H](C1=O)C)NC(=O)C1=NN(C=C1)C)C=1C=C(C=CC1)C |r|